magnesium di(hydrogen sulphite) S(=O)(O)[O-].S(=O)(O)[O-].[Mg+2]